OC1=C(C=NN1C1=NC=C(C=C1)S(=O)(=O)C)C1=CC=C(C#N)C=C1 4-(5-hydroxy-1-(5-(methylsulfonyl)pyridin-2-yl)-1H-pyrazol-4-yl)benzonitrile